(S)-dimethyl 4,5,7-trimethyl-6-(1-(3-methylbenzyl)-1H-naphtho[1,8-de][1,3,2]diazaborinin-2(3H)-yl)-1,3-dihydro-2H-indene-2,2-dicarboxylate CC1=C2CC(CC2=C(C(=C1C)B1N(C=2C3=C(N1)C=CC=C3C=CC2)CC2=CC(=CC=C2)C)C)(C(=O)OC)C(=O)OC